FC1=C(C=NN1)C1=CC=C2C(=CN(C2=C1)C[C@@H]1N(CC1)C)C(=O)C1COC2=CC=C(C=C2C1)OC [6-(5-Fluoro-1H-pyrazol-4-yl)-1-[[(2R)-1-methylazetidin-2-yl]methyl]indol-3-yl]-(6-methoxychroman-3-yl)methanone